4-(benzylthio)-2,6-difluorobenzaldehyde C(C1=CC=CC=C1)SC1=CC(=C(C=O)C(=C1)F)F